7,8-dihydro-6H-pyrido[3,2-b]pyrrolopyrrolidine N1=CC=C2C1=C1C(N2)=CCCN1